N1(CCOCC1)C1=CC=C(C=N1)NC1=NC2=C(C=CC=C2C=N1)C=1C=C(C=CC1)NC(C#C)=O N-(3-(2-((6-morpholinylpyridin-3-yl)amino)quinazolin-8-yl)phenyl)propynamide